5,7-dichloro-1H-imidazo[4,5-B]Pyridine ClC1=CC(=C2C(=N1)N=CN2)Cl